NC=1C=C(OC=2C=C(C=C(C2)C)C=2C3=C(C(N(C2)C)=O)N(C(=C3)C=3NC=C(N3)C)COCC[Si](C)(C)C)C=CC1C 4-(3-(3-amino-4-methylphenoxy)-5-methylphenyl)-6-methyl-2-(4-methyl-1H-imidazol-2-yl)-1-((2-(trimethylsilyl)ethoxy)methyl)-1H-pyrrolo[2,3-c]pyridin-7(6H)-one